CC1=CC(=CC(=C1)O)C 1,3,5-xylenol